OC1=C(C(=O)NC2=NC=C(C(=O)O)C=C2)C=C(C=C1S(=O)(=O)O)O 6-(2,5-dihydroxy-3-sulfobenzamido)nicotinic acid